1,3,5-triaminobenzene Trichloride [Cl-].[Cl-].[Cl-].NC1=CC(=CC(=C1)N)N